C1(CCCCC1)CCNC(C1=CC(=CC=C1)NC1=NC=C(C=N1)C1=CC(=CC=C1)F)=O N-(2-cyclohexylethyl)-3-{[5-(3-fluorophenyl)pyrimidin-2-yl]amino}benzamide